4-[2-ethoxyethyl-[4-(5,6,7,8-tetrahydro-1,8-naphthyridin-2-yl)butyl]amino]-2-[(2-isopropyl-3-methyl-butanoyl)amino]butanoic acid C(C)OCCN(CCC(C(=O)O)NC(C(C(C)C)C(C)C)=O)CCCCC1=NC=2NCCCC2C=C1